(S)-6-((5-(1-amino-1,3-dihydrospiro[indene-2,4'-piperidin]-1'-yl)pyrazin-2-yl)thio)-5-chloro-3-(2-methoxyethyl)quinazolin-4(3H)-one N[C@@H]1C2=CC=CC=C2CC12CCN(CC2)C=2N=CC(=NC2)SC=2C(=C1C(N(C=NC1=CC2)CCOC)=O)Cl